β-Hydroxyethylmethacrylat OCCOC(C(=C)C)=O